COC=1C=C(C=C(C1OC)OC)CN(CC(=O)NO)CC1=CC(=C(C(=C1)OC)OC)OC 2-[bis[(3,4,5-trimethoxyphenyl)methyl]-amino]-ethanehydroxamic acid